(2S,4R)-1-(((9H-fluoren-9-yl)methoxy)carbonyl)-4-(cyclopentyloxy)pyrrolidine-2-carboxylic acid C1=CC=CC=2C3=CC=CC=C3C(C12)COC(=O)N1[C@@H](C[C@H](C1)OC1CCCC1)C(=O)O